ClC1=C(C=CC=C1)N1C=2N(C3=C(C1=O)C=NC(=N3)NC3=CC=C(C=C3)N3CCN(CC3)C3COC3)C=CN2 6-(2-chlorophenyl)-2-({4-[4-(oxetan-3-yl)piperazin-1-yl]phenyl}amino)imidazo[1,2-a]pyrimido[5,4-e]pyrimidin-5(6H)-one